methyl 4-(((2R,3S,4S,5S,6R)-6-(((cyanomethyl)sulfonamido)methyl)-3,4,5-trihydroxytetrahydro-2H-pyran-2-yl)oxy)benzoate C(#N)CS(=O)(=O)NC[C@@H]1[C@H]([C@@H]([C@@H]([C@H](O1)OC1=CC=C(C(=O)OC)C=C1)O)O)O